ClC1=C(C=2NC(=NS(C2S1)(=O)=O)NC)C1=C(C(=CC=C1)F)F 6-chloro-5-(2,3-difluorophenyl)-N-methyl-1,1-dioxo-4H-thieno[3,2-e][1,2,4]thiadiazin-3-amine